2-[[2-[tert-butoxycarbonyl-(methyl)amino]acetyl]-methyl-amino]acetic acid C(C)(C)(C)OC(=O)N(CC(=O)N(CC(=O)O)C)C